7-(4-fluorobenzyl)-1-(3-hydroxypropyl)-3-isopropyl-8-(1,4,4-trifluorocyclohexyl)-3,7-dihydro-1H-purine-2,6-dione FC1=CC=C(CN2C(=NC=3N(C(N(C(C23)=O)CCCO)=O)C(C)C)C2(CCC(CC2)(F)F)F)C=C1